ClC1=C(C=CC=C1Cl)C1(CN(CC1)C(C=C)=O)NC1=CC=C2C(C(N(C2=C1)C)=O)(C)C 6-{[3-(2,3-dichlorophenyl)-1-(prop-2-enoyl)pyrrolidin-3-yl]amino}-1,3,3-trimethylindol-2-one